(S)-2-amino-3-(4-(3-(2,5-dimethoxy-3,4,6-trimethylphenyl)propoxy)phenyl)-N-isopropylpropionamide N[C@H](C(=O)NC(C)C)CC1=CC=C(C=C1)OCCCC1=C(C(=C(C(=C1C)OC)C)C)OC